methyl 3-(tert-butyl)-2,4-dioxo-1,2,3,4-tetrahydroquinazoline-6-carboxylate C(C)(C)(C)N1C(NC2=CC=C(C=C2C1=O)C(=O)OC)=O